1-[6-(3-ethylpiperazin-1-yl)-1-methylindazol-3-yl]-1,3-diazinane-2,4-dione C(C)C1CN(CCN1)C1=CC=C2C(=NN(C2=C1)C)N1C(NC(CC1)=O)=O